(E)-hex-4-en-1-yl methanesulfonate CS(=O)(=O)OCCC\C=C\C